tert-butyl 4-(4-(1-methyl-1H-indol-5-yl)-6-((3-(trifluoromethyl)phenyl)amino)-1,3,5-triazin-2-yl)piperidine-1-carboxylate CN1C=CC2=CC(=CC=C12)C1=NC(=NC(=N1)NC1=CC(=CC=C1)C(F)(F)F)C1CCN(CC1)C(=O)OC(C)(C)C